4-(6-chloro-3-pyridyl)thiazol ClC1=CC=C(C=N1)C=1N=CSC1